[Cr](=O)(=O)(O)OO peroxychromic acid